8-chinolinolat N1=CC=CC2=CC=CC(=C12)[O-]